P(O)(=O)(OP(=O)(O)OP(=O)(O)O)OC[C@@H]1[C@H]([C@H]([C@@H](O1)C1=CN(C(=O)NC1=O)C[C@@H](C)O)O)O (2R)-1-(2-hydroxypropyl)pseudouridine triphosphate